C(CCCCCCCC)(=O)OCC1CO1 glycidyl normal nonanoate